6-(2-(2,3,4-Trifluorophenyl)-5,6-dihydro-4H-pyrrolo[1,2-b]pyrazol-3-yl)-1H-indazol FC1=C(C=CC(=C1F)F)C=1C(=C2N(N1)CCC2)C2=CC=C1C=NNC1=C2